2-(4,6-dimethylpyrazolo[1,5-a]pyrazin-2-yl)-7-[1-(oxetan-3-yl)piperidin-4-yl]-4H-pyrido[1,2-a]pyrimidin-4-one CC=1C=2N(C=C(N1)C)N=C(C2)C=2N=C1N(C(C2)=O)C=C(C=C1)C1CCN(CC1)C1COC1